C(=C)C1OC1C1=CC=CC=C1 2-ethenyl-3-phenyloxirane